methyl 3-(3,6-dichloropyridazin-4-yl)bicyclo[1.1.1]pentane-1-carboxylate ClC=1N=NC(=CC1C12CC(C1)(C2)C(=O)OC)Cl